2-isopentyl-2-isopropyl-1,3-propanediol benzoate benzenesulfonate C1(=CC=CC=C1)S(=O)(=O)OCC(COC(C1=CC=CC=C1)=O)(C(C)C)CCC(C)C